2-(2-Cyclopropylethyl)-1-[(1S)-1-(3,5-difluorophenyl)propyl]-5-{[4-(2-fluoro-3-methylpyridin-4-yl)phenyl]methyl}-6-hydroxy-1,4-dihydropyrimidin-4-one C1(CC1)CCC=1N(C(=C(C(N1)=O)CC1=CC=C(C=C1)C1=C(C(=NC=C1)F)C)O)[C@@H](CC)C1=CC(=CC(=C1)F)F